C1(CC1)OC=1C=C(C(=O)O)C=CC1 3-cyclopropyloxybenzoic acid